1-(3-(trimethoxysilylpropyl)propyl)-3,5-di-2-propenyl-1,3,5-triazin-2,4,6(1H,3H,5H)-trione CO[Si](OC)(OC)CCCCCCN1C(N(C(N(C1=O)CC=C)=O)CC=C)=O